CC1=CC=C(C=N1)\C=C\C(CC)=O (E)-1-(6-methylpyridin-3-yl)Pent-1-en-3-one